ethylene bis(dipropyldithiocarbamate) C(CC)N(C(SCCSC(N(CCC)CCC)=S)=S)CCC